N(=[N+]=[N-])\C(\C(=O)OC)=C/C1=C(C=C(C=C1)C(F)(F)F)OC methyl (2Z)-2-azido-3-[2-methoxy-4-(trifluoromethyl)phenyl]prop-2-enoate